C1(CCC1)C=1C(=NN(C1NC(C[C@@H]1C(C(C1)(F)F)(F)F)=O)CC(F)(F)F)C1=CC=C(C=C1)F (S)-N-(4-cyclobutyl-3-(4-fluorophenyl)-1-(2,2,2-trifluoroethyl)-1H-pyrazol-5-yl)-2-(2,2,3,3-tetrafluorocyclobutyl)acetamide